4-(((1r,4r)-4-aminocyclohexyl)oxy)-2-cyclopropylbenzonitrile hydrochloride Cl.NC1CCC(CC1)OC1=CC(=C(C#N)C=C1)C1CC1